trimethylolethane tris(4-mercaptobutyrate) SCCCC(=O)O.SCCCC(=O)O.SCCCC(=O)O.C(O)C(C)(CO)CO